P(=O)(OO)(OC)OC hydroxy dimethyl phosphate